CC1(C(NC2=CC=C(C=C12)C(C(CC(=O)OCC)C)=O)=O)C ethyl 4-(3,3-dimethyl-2-oxo-2,3-dihydro-1H-indol-5-yl)-3-methyl-4-oxobutanoate